7-chloro-N-(piperidin-4-yl)-1,8-naphthyridin-3-amine hydrochloride Cl.ClC1=CC=C2C=C(C=NC2=N1)NC1CCNCC1